methyl 4,7-bis(4-((4-((2-((S)-2-cyano-4,4-difluoropyrrolidin-1-yl)-2-oxoethyl)carbamoyl)quinolin-8-yl)amino)-4-oxobutanoyl)-1,4,7-triazacyclononane-1-carboxylate C(#N)[C@H]1N(CC(C1)(F)F)C(CNC(=O)C1=CC=NC2=C(C=CC=C12)NC(CCC(=O)N1CCN(CCN(CC1)C(CCC(NC=1C=CC=C2C(=CC=NC12)C(NCC(N1[C@@H](CC(C1)(F)F)C#N)=O)=O)=O)=O)C(=O)OC)=O)=O